FS(C1=CC=C(C=C1)N[C@@H]1CC[C@H](CC1)S(=O)(=N)C1=CC=C(C=C1)C=1C=CC=2N(C1)C(=CN2)C#N)(F)(F)(F)F 6-(4-{[trans-4-{[4-(pentafluoro-λ6-sulfanyl)phenyl]Amino}cyclohexyl]sulfonimidoyl}phenyl)imidazo[1,2-a]pyridine-3-carbonitrile